The molecule is a ubiquinone compound having a (2E,6E,10E,14E,18E)-3,7,11,15,19,23-hexamethyltetracosa-2,6,10,14,18,22-hexaen-1-yl substituent at position 2. It has a role as a Saccharomyces cerevisiae metabolite. CC1=C(C(=O)C(=C(C1=O)OC)OC)C/C=C(\\C)/CC/C=C(\\C)/CC/C=C(\\C)/CC/C=C(\\C)/CC/C=C(\\C)/CCC=C(C)C